FC1=C(C=CC=C1)NS(=O)(=O)C=1C=C(C=CC1)NC(=O)C=1SC=CC1 N-(3-(N-(2-fluorophenyl)sulfamoyl)phenyl)thiophene-2-carboxamide